4,4-bis(ethylthio)-3-(trifluoromethyl)but-3-en-1-one C(C)SC(=C(CC=O)C(F)(F)F)SCC